BrC1=C2C=CC=NC2=CC(=C1)Br 5,7-Dibromoquinoline